COC=1C=C(OC2CC(C2)N)C=CC1C (1r,3r)-3-(3-methoxy-4-methylphenoxy)cyclobutan-1-amine